ClC=1C2=CN(N=C2C=CC1B1OC(C(O1)(C)C)(C)C)CC#N 2-(4-chloro-5-(4,4,5,5-tetramethyl-1,3,2-dioxaborolan-2-yl)-2H-indazol-2-yl)acetonitrile